10-Methyl-2,6-dimethyl-acridinium C[N+]1=C2C=CC(=CC2=CC2=CC=C(C=C12)C)C